6-[(7S)-2-{3-[4-(3,6-Dimethylpyridin-2-yl)phenyl]-1H-pyrazolo[3,4-b]pyridin-5-yl}-6,7,8,9-tetrahydro-5H-benzo[7]annulen-7-yl]-3-oxa-6-azabicyclo[3.1.1]heptane CC=1C(=NC(=CC1)C)C1=CC=C(C=C1)C1=NNC2=NC=C(C=C21)C=2C=CC1=C(CC[C@H](CC1)N1C3COCC1C3)C2